dimethylsilanediyl[2-methyl-4,7-bis(3,5-dimethylphenyl)-inden-1-yl][2-methyl-4-(3,5-dimethylphenyl)-5-methoxy-6-tert-butylinden-1-yl]dimethyl-zirconium CC([Zr](C=[SiH2])(C1C(=CC2=C(C(=C(C=C12)C(C)(C)C)OC)C1=CC(=CC(=C1)C)C)C)C1C(=CC2=C(C=CC(=C12)C1=CC(=CC(=C1)C)C)C1=CC(=CC(=C1)C)C)C)C